ClC=1C=C(C=CC1)CCN1C[C@H]([C@H](CC1)O)COC1=CC=C(C=C1)S(=O)(=O)C |o1:11| (3S,4S) or (3R,4S)-1-(3-chlorophenyl-ethyl)-3-((4-(methylsulfonyl)phenoxy)methyl)piperidin-4-ol